p-cresol acetate (p-cresyl-acetate) C1(=CC=C(C=C1)C)CC(=O)O.C(C)(=O)O.C1=CC(=CC=C1O)C